FC(C(C(F)(F)F)(O)C1=CC=C(C=C1)C1=C(C=C(C=C1)CN1C[C@@H](N(CC1)CC1=CC=NC=C1)C(=O)OCCN)C)(F)F 2-aminoethyl (R)-4-((4'-(1,1,1,3,3,3-hexafluoro-2-hydroxypropan-2-yl)-2-methyl-[1,1'-biphenyl]-4-yl)methyl)-1-(pyridin-4-ylmethyl)piperazine-2-carboxylate